ClC=1C=CC(=C(COC2=CC=CC(=N2)C2CCN(CC2)[C@@H](C)[C@]2(OCC2C)COC(=O)C2=CC=C3C(=N2)NC=N3)C1)F 2-((S)-1-(4-(6-((5-chloro-2-fluorobenzyl)oxy)pyridin-2-yl)piperidin-1-yl)ethyl)-3-Methyl-(((S)-oxetan-2-yl)methyl)-3H-imidazo[4,5-b]pyridine-5-carboxylate